O=C([C@H](C)NC(OC(C)(C)C)=O)NC1CCC2=C(NC1=O)C=CC=C2 tert-butyl ((2S)-1-oxo-1-((2-oxo-2,3,4,5-tetrahydro-1H-benzo[b]azepin-3-yl)amino)propan-2-yl)carbamate